FC(C(CN1C(C2=CC=CC=C2C1=O)=O)SC1=C(C=CC=C1)F)=C(F)F 2-(3,4,4-trifluoro-2-((2-fluorophenyl)thio)but-3-en-1-yl)isoindoline-1,3-dione